4-cyclopropyl-N-(2-methyl-3-(4,4,5,5-tetramethyl-1,3,2-dioxaborolan-2-yl)phenyl)benzamide C1(CC1)C1=CC=C(C(=O)NC2=C(C(=CC=C2)B2OC(C(O2)(C)C)(C)C)C)C=C1